NC1=NC(=NC(=N1)NC1=C(C=CC=C1)C)C(C(C(F)(F)F)(F)F)(F)F 2-amino-4-(2-methylphenyl)amino-6-heptafluoropropyl-1,3,5-triazine